ClC1=NC=C(C(=O)OC)C=C1OC methyl 6-chloro-5-methoxynicotinate